CC=1C=C(CNCC#C)C=CC1 (3-methylbenzyl)(propargyl)amine